O1COC2=C1C=CC(=C2)/C=C/C(=O)N(CCCSC)CC (E)-3-(1,3-benzodioxol-5-yl)-N-ethyl-N-(3-methylsulfanyl-propyl)prop-2-enamide